C(C1=CC=CC=C1)NC(N(C1=NC=C(C=C1)C=1C=NN(C1)C)[C@@H]1CC[C@H](CC1)NC1=NC=C(C(=N1)C1=C(C=CC=C1)F)C#N)=O 3-benzyl-1-(trans-4-((5-cyano-4-(2-fluoro-phenyl)pyrimidin-2-yl)amino)cyclohexyl)-1-(5-(1-methyl-1H-pyrazol-4-yl)pyridin-2-yl)urea